O=C1NC(=C(C=C1C(=O)N)C1=CC=C(C=C1)OCC=1C=NC=CC1)C(F)(F)F 2-Oxo-5-(4-(pyridin-3-ylmethoxy)phenyl)-6-(trifluoromethyl)-1,2-dihydropyridine-3-carboxamide